tert-butyl N-[[2-(4-cyclopropyl-6-methoxy-pyrimidin-5-yl)-5H-pyrrolo[3,2-d]pyrimidin-6-yl]methyl]-N-methyl-carbamate C1(CC1)C1=NC=NC(=C1C=1N=CC2=C(N1)C=C(N2)CN(C(OC(C)(C)C)=O)C)OC